BrCC(=O)NC1=CC(=CC=C1)C=1OC=2C(=NC=CC2)N1 2-Bromo-N-(3-(oxazolo[4,5-b]pyridin-2-yl)phenyl)acetamide